2-chloro-4-(difluoromethoxy)-5-fluoro-pyridine ClC1=NC=C(C(=C1)OC(F)F)F